2-cyclopropyl-6-(3,5-dichloro-4-((5-isopropyl-6-oxo-1,6-dihydropyridazin-3-yl)oxy)phenyl)-1,2,4-triazine-3,5(2H,4H)-dione C1(CC1)N1N=C(C(NC1=O)=O)C1=CC(=C(C(=C1)Cl)OC1=NNC(C(=C1)C(C)C)=O)Cl